3-chloropropionyl-L-glutamate ClCCC(=O)N[C@@H](CCC(=O)[O-])C(=O)[O-]